(3-((3-carbamoyl-6-cyclopropyl-5-methylpyrazin-2-yl)amino)phenethyl)carbamic acid tert-butyl ester C(C)(C)(C)OC(NCCC1=CC(=CC=C1)NC1=NC(=C(N=C1C(N)=O)C)C1CC1)=O